ClC1=NC=CC=C1N1C(N=C(C2=C(C=C(C=C12)C1CC1)OC)NC)=O 1-(2-chloropyridin-3-yl)-7-cyclopropyl-5-methoxy-4-(methylamino)quinazolin-2(1H)-one